[C@@H]1(CCC2=CC=CC=C12)NC(=O)C1=CC2=C(N=C(S2)C=2C=NC=C(C2)C)C=C1 (S)-N-(2,3-dihydro-1H-inden-1-yl)-2-(5-methylpyridin-3-yl)benzo[d]Thiazole-6-carboxamide